trans-N-(5-(7'-Fluoro-3'-methyl-3-morpholino-2'-oxo-2',3'-dihydrospiro[cyclobutane-1,1'-pyrrolo[2,3-c]quinolin]-8'-yl)-2-(2-(isopropylamino)ethoxy)pyridin-3-yl)methanesulfonamide FC=1C(=CC=2C3=C(C=NC2C1)N(C(C31CC(C1)N1CCOCC1)=O)C)C=1C=C(C(=NC1)OCCNC(C)C)NS(=O)(=O)C